C(C)(C)(C)OC(=O)N(C(=O)OC(C)(C)C)C1=NC=CC(=C1)C=1C=C(N2CC(CC12)(C)C)C#N (4-(5-cyano-2,2-dimethyl-2,3-dihydro-1H-pyrrolizin-7-yl)pyridin-2-yl)iminodicarboxylic acid di-tert-butyl ester